4-bromo-6-methyl-1,6-dihydro-7H-pyrrolo[2,3-c]pyridin-7-one BrC=1C2=C(C(N(C1)C)=O)NC=C2